4-(3,6-difluoro-2-methoxyphenyl)-2-(4-methyl-6-(piperazin-1-yl)pyridin-2-yl)-2,3-dihydro-1H-pyrrolo[3,4-c]pyridin-1-one FC=1C(=C(C(=CC1)F)C1=NC=CC2=C1CN(C2=O)C2=NC(=CC(=C2)C)N2CCNCC2)OC